n-Heptacosanen C=CCCCCCCCCCCCCCCCCCCCCCCCCC